FC1(CCC(CC1)COC1=CC=CC(=N1)N1CCN(CC1)CC1=NC2=C(N1C[C@H]1OCC1)C=C(C=C2)C(=O)O)F (S)-2-((4-(6-((4,4-difluorocyclohexyl)methoxy)pyridin-2-yl)piperazin-1-yl)methyl)-1-(oxetan-2-ylmethyl)-1H-benzo[d]imidazole-6-carboxylic acid